(1S,3S)-N-(5-cyclopropylpyrimidin-2-yl)cyclopentane-1,3-diamine C1(CC1)C=1C=NC(=NC1)N[C@@H]1C[C@H](CC1)N